C(C)C1COC=2C(=C(C=C3C(C(=CN1C23)C(=O)OCC)=O)F)F ethyl 3-ethyl-9,10-difluoro-7-oxo-2,3-dihydro-7H-[1,4]oxazino[2,3,4-ij]quinoline-6-carboxylate